NC1=NC=NC2=C1C=C1N2C(OC2=C1C=CC=C2)C(=O)N2[C@H]1CC1CC2C(=O)NC2=NC(=CC=C2)Br (S)-2-(11-amino-6H-benzo[e]pyrimido[5',4':4,5]pyrrolo[1,2-c][1,3]oxazine-6-carbonyl)-N-(6-bromopyridin-2-yl)-2-azabicyclo[3.1.0]hexane-3-carboxamide